4-{5-{[(3R)-1-ethylpiperidin-3-yl]methoxy}-8-[3-fluoro-4-(hydroxymethyl)-5-methylphenyl]imidazo[1,2-c]pyrimidin-7-yl}benzonitrile C(C)N1C[C@@H](CCC1)COC1=NC(=C(C=2N1C=CN2)C2=CC(=C(C(=C2)C)CO)F)C2=CC=C(C#N)C=C2